(S)-1-BOC-3-hydroxypyrrolidine C(=O)(OC(C)(C)C)N1C[C@H](CC1)O